C(CCCCCCC)[Sn](SCC(=O)[O-])(SCC(=O)[O-])CCCCCCCC 2,2'-[(dioctylstannylene)bis(thio)]diacetate